N-(3-chloro-2-methylphenyl)-2-[2-(methylamino)-2-oxoethyl]-6-({[2-(trifluoromethyl)phenyl]carbonyl}amino)-1H-benzoimidazole-4-carboxamide ClC=1C(=C(C=CC1)NC(=O)C1=CC(=CC=2NC(=NC21)CC(=O)NC)NC(=O)C2=C(C=CC=C2)C(F)(F)F)C